Cl[Si](CCC(C(C(C(C(C(F)(F)F)(F)F)(F)F)(F)F)(F)F)(F)F)(C)C chlorodimethyl-(3,3,4,4,5,5,6,6,7,7,8,8,8-tridecafluoro-n-octyl)silane